N-Cbz-ethanolamine phosphate P(=O)(O)(O)OCCNC(=O)OCC1=CC=CC=C1